4,4'-[1,3-phenylenebis(1-methyl-ethyl-indene)] C1(=CC(=CC=C1)C1=C2C=CC(C2=CC=C1)C(C)C)C1=C2C=CC(C2=CC=C1)C(C)C